FC1(CNCCC1N1CCCCC1)F 3',3'-difluoro-1,4'-bipiperidine